(1r,4R)-4-(3-chloroanilino)-2'-[3,3-difluoro-2-({[(5R)-5-methyl-5,6,7,8-tetrahydroquinolin-4-yl]oxy}methyl)propyl]spiro[cyclohexane-1,1'-indene]-4-carboxylic acid ClC=1C=C(NC2(CCC3(C(=CC4=CC=CC=C34)CC(C(F)F)COC3=CC=NC=4CCC[C@H](C34)C)CC2)C(=O)O)C=CC1